F[C@H]1C[C@H](N(C1)C(CN1C[C@@H](CC1)NC1=CC=NC2=CC=C(C=C12)C)=O)C#N (2S,4S)-4-fluoro-1-[2-[(3R)-3-[(6-methyl-4-quinolinyl)amino]pyrrolidin-1-yl]acetyl]pyrrolidine-2-carbonitrile